3,3'-((5-methylpyrimidine-2,4-diyl)bis(azetidinediyl))bis(N-(tert-butyl)benzenesulfonamide) CC=1C(=NC(=NC1)N1C(CC1)C=1C=C(C=CC1)S(=O)(=O)NC(C)(C)C)N1C(CC1)C=1C=C(C=CC1)S(=O)(=O)NC(C)(C)C